O1C(=CC2=C1C=CC=C2)C2=C(C(=NC(=N2)C2=CNC1=NC=C(N=C12)Cl)NC1C(C2CCC1CC2)C(=O)OC)F (+/-)-trans-methyl 3-((6-(benzofuran-2-yl)-2-(2-chloro-5H-pyrrolo[2,3-b]pyrazin-7-yl)-5-fluoropyrimidin-4-yl)amino)bicyclo[2.2.2]octane-2-carboxylate